ClC=1C(=C(C(=O)OCC)C=CC1)NC1=C(C=C(C=C1)F)C ethyl 3-chloro-2-((4-fluoro-2-methyl-phenyl)amino)-benzoate